ClC1=CC=C(C(=N1)C(=O)O)N[C@H](C)C1=CC(=CC(=C1)N1C(OC[C@@H]1CC1=C(C=CC=C1)F)=O)F 6-Chloro-3-(((R)-1-(3-fluoro-5-((S)-4-(2-fluorobenzyl)-2-oxooxazolidin-3-yl)phenyl)ethyl)amino)picolinic acid